C1(CCC1)CCN1N=C(C=C1N1C(N(C=C1C)CC=1C=NN(C1)CC)=O)C(F)(F)F 3-[1-(2-cyclobutylethyl)-3-(trifluoromethyl)-1H-pyrazol-5-yl]-1-[(1-ethyl-1H-pyrazol-4-yl)methyl]-4-methyl-1,3-dihydro-2H-imidazol-2-one